1-oxoheptan O=CCCCCCC